FC1=CC=C(C=C1)C=1N=C(NC1)[C@H](CCCCCC(=O)C=1OC=CN1)NC(=O)C1CC12CCOCC2 N-((S)-1-(4-(4-fluorophenyl)-1H-imidazol-2-yl)-7-(oxazol-2-yl)-7-oxoheptyl)-6-oxaspiro[2.5]octane-1-carboxamide